O=C1NC(CCC1N1C(N(C2=C1C=CC=C2C=O)C)=O)=O 1-(2,6-dioxopiperidin-3-yl)-3-methyl-2-oxo-2,3-dihydro-1H-benzimidazole-4-carbaldehyde